((4-(4-(pyridin-3-yl)phenyl)pyridin-2-yl)methyl)-8-azaspiro[4.5]Decane N1=CC(=CC=C1)C1=CC=C(C=C1)C1=CC(=NC=C1)CC1CCCC12CCNCC2